ClC=1C=C(C(=C(C1)C1=NC=NN2C1=CC(=C2)CN2C(N(C(C(=C2)F)=O)C)=O)C[C@@H]2CNCCO2)C (R)-1-((4-(5-chloro-3-methyl-2-(morpholin-2-ylmethyl)phenyl)pyrrolo[2,1-f][1,2,4]triazin-6-yl)methyl)-5-fluoro-3-methylpyrimidine-2,4(1H,3H)-dione